CS(=O)(=O)C1CCN(CC1)CCCN1C(C2=CC=CC=C2C1=O)=O (3-(4-(methylsulfonyl)piperidine-1-yl)propyl)isoindoline-1,3-dione